CC1=CC=C(C=N1)C(=O)OC methyl 6-methylpyridine-3-carboxylate